CCCCC/C=C\\C/C=C\\CCCCCCCC(=O)OCC(=O)COP(=O)(O)O The molecule is a 1-acylglycerone 3-phosphate in which the acyl group is specified as linoleoyl. It derives from a linoleic acid. It is a conjugate acid of a 1-linoleoylglycerone 3-phosphate(2-).